O.O.C(CC(O)(C(=O)O)CC(=O)O)(=O)O citrate dihydrate